(R)-N-(3-(5-(((1-Acetylpiperidin-4-yl)amino)methyl)-3'-chloro-6-methoxy-[2,4'-bipyridin]-2'-yl)-2-methylphenyl)-5-((3-hydroxypyrrolidin-1-yl)methyl)-4-methoxypicolinamide C(C)(=O)N1CCC(CC1)NCC=1C=CC(=NC1OC)C1=C(C(=NC=C1)C=1C(=C(C=CC1)NC(C1=NC=C(C(=C1)OC)CN1C[C@@H](CC1)O)=O)C)Cl